7-Deazaadenosine [C@@H]1([C@H](O)[C@H](O)[C@@H](CO)O1)N1C=CC=2C(N)=NC=NC12